FC=1C=C(C=C(C1OC=1C=NC(=NC1)C(F)(F)F)F)CO (3,5-difluoro-4-((2-(trifluoro-methyl)pyrimidin-5-yl)oxy)phenyl)methanol